NC1=C(C=2C(=NC=C(C2S1)F)C=1C2=C(C=3C=NC(=NC3C1Cl)N1C[C@H](CC1)N1CCN(CC1)C)COC2)C#N 2-Amino-4-(5-chloro-3-((S)-3-(4-methylpiperazin-1-yl)pyrrolidin-1-yl)-7,9-dihydrofuro[3,4-f]quinazolin-6-yl)-7-fluorothieno[3,2-c]pyridine-3-carbonitrile